1-[(3R,4R)-3-hydroxy-4-({6-[2-hydroxy-4-(trifluoromethyl)phenyl]-5-methyl-1,2,4-triazin-3-yl}amino)piperidin-1-yl]ethan-1-one O[C@@H]1CN(CC[C@H]1NC=1N=NC(=C(N1)C)C1=C(C=C(C=C1)C(F)(F)F)O)C(C)=O